N-(2-(1-((2-(2,4-dioxotetrahydropyrimidin-1(2H)-yl)-5-fluoropyridin-4-yl)methyl)piperidin-4-yl)-6-(2-hydroxypropane-2-yl)-2H-indazol-5-yl)-6-(trifluoromethyl)nicotinamide O=C1N(CCC(N1)=O)C1=NC=C(C(=C1)CN1CCC(CC1)N1N=C2C=C(C(=CC2=C1)NC(C1=CN=C(C=C1)C(F)(F)F)=O)C(C)(C)O)F